3-methyl-6-nitro-2-(trifluoromethyl)aniline CC=1C(=C(N)C(=CC1)[N+](=O)[O-])C(F)(F)F